2-(2-((cis)-6,6-Difluorohexahydropyrrolo[3,2-b]pyrrol-1(2H)-yl)ethoxy)-2-methylpropanoic acid hydrochloride Cl.FC1(CN[C@@H]2[C@H]1N(CC2)CCOC(C(=O)O)(C)C)F